4-(6-amino-2-fluoro-9H-purin-9-yl)-N-(4,5,6,7-tetrahydro-1,3-benzothiazol-2-yl)cyclohexanecarboxamide NC1=C2N=CN(C2=NC(=N1)F)C1CCC(CC1)C(=O)NC=1SC2=C(N1)CCCC2